C(C1=CC=CC=C1)C=1NC(=NN1)C(=O)NC=1C=NC=C(C1)C1=C(C=CC(=C1)OC)C 5-benzyl-N-(5-(5-methoxy-2-methylphenyl)pyridine-3-yl)-4H-1,2,4-triazole-3-formamide